(4-((5-(cyanomethyl)-3-ethyl-8-fluoro-2,4-dioxo-1,2,3,4-tetrahydroquinazolin-7-yl)methyl)piperazin-1-yl)-N,6-dimethylpyridineamide C(#N)CC1=C2C(N(C(NC2=C(C(=C1)CN1CCN(CC1)C=1C(=NC(=CC1)C)C(=O)NC)F)=O)CC)=O